3-(6-(4-(hydroxymethyl)piperidin-1-yl)-4-oxoquinazolin-3(4H)-yl)piperidine-2,6-dione OCC1CCN(CC1)C=1C=C2C(N(C=NC2=CC1)C1C(NC(CC1)=O)=O)=O